ClC1=C(C=CC(=C1)F)C(C(=O)O)(C)F 2-(2-chloro-4-fluoro-phenyl)-2-fluoro-propanoic acid